(S)-3-(biphenyl-3-yl)-3-(3-(4-hydroxy-1,5-dimethyl-2-oxo-1,2-dihydropyridin-3-yl)ureido)propanoic acid ethyl ester C(C)OC(C[C@H](NC(=O)NC=1C(N(C=C(C1O)C)C)=O)C=1C=C(C=CC1)C1=CC=CC=C1)=O